[2H3]methyl methanesulfonate CS(=O)(=O)OC([2H])([2H])[2H]